C1(=CC=CC=C1)C=1N=C(SC1)[C@H]1N(CCC1)C(=O)NC1=CC=C(C=C1)C(F)(F)F (S)-2-(4-phenylthiazol-2-yl)-N-(4-(trifluoromethyl)phenyl)pyrrolidine-1-carboxamide